N-(3-chloro-4-fluorophenyl)-4-(5-hydroxy-5-((1-hydroxy-3-(pyridin-2-yl)cyclobutyl)ethynyl)octahydropentalen-2-yl)-1-methyl-1H-imidazole-5-carboxamide ClC=1C=C(C=CC1F)NC(=O)C1=C(N=CN1C)C1CC2CC(CC2C1)(C#CC1(CC(C1)C1=NC=CC=C1)O)O